1-(4-(4-chloro-3-(ethylcarbamoyl)phenyl)-5-(isopropylsulfanyl)thiazol-2-yl)-4-(3-fluorophenyl)-3-methyl-1H-pyrazole-5-carboxylic acid ClC1=C(C=C(C=C1)C=1N=C(SC1SC(C)C)N1N=C(C(=C1C(=O)O)C1=CC(=CC=C1)F)C)C(NCC)=O